(R)-N-(3,3-difluoro-1-(3-methyl-oxetan-3-yl)piperidin-4-yl)-5-(1-(2,2-difluoroethyl)-4-fluoro-2-methyl-1H-benzo[d]imidazol-6-yl)-4-methoxypyrrolo[2,1-f][1,2,4]triazin-2-amine FC1(CN(CC[C@H]1NC1=NN2C(C(=N1)OC)=C(C=C2)C=2C=C(C1=C(N(C(=N1)C)CC(F)F)C2)F)C2(COC2)C)F